5-(7,8-diamino-6-fluoro-4-oxo-4H-chromen-2-yl)picolinonitrile NC1=C(C=C2C(C=C(OC2=C1N)C=1C=CC(=NC1)C#N)=O)F